methyl (1R,4R)-4-(trityloxy)cyclohexane-1-carboxylate C(C1=CC=CC=C1)(C1=CC=CC=C1)(C1=CC=CC=C1)OC1CCC(CC1)C(=O)OC